FC1=C(C(=CC(=C1)C1=C2C(=NC=C1)NC=C2F)F)C2([C@@H](CN(C[C@@H]2C)C2CC1(CNC1)C2)C)O (3R,4s,5S)-4-(2,6-difluoro-4-(3-fluoro-1H-pyrrolo[2,3-b]pyridin-4-yl)phenyl)-3,5-dimethyl-1-(2-azaspiro[3.3]heptan-6-yl)piperidin-4-ol